1-(tetrahydro-2H-pyran-4-yl)ethanol O1CCC(CC1)C(C)O